ONC(/C=C/C1=C(C=CC=C1)NC(C1=C(C=NC=C1)N1CCOCC1)=O)=O (E)-N-(2-(3-(hydroxyamino)-3-oxoprop-1-en-1-yl)phenyl)-3-morpholinoisonicotinamide